FC1=C(C=CC=C1)C1=NN=C2N1N=C(C=C2)N2CC1=C(N=CN=C1OC)CC2 6-[3-(2-fluorophenyl)-1,2,4-triazolo[4,3-b]pyridazin-6-yl]-5,6,7,8-tetrahydro-4-methoxy-pyrido[4,3-d]pyrimidine